[3-[6-(2-azaspiro[3.4]octan-2-yl)-3-pyridyl]azetidin-1-yl]-[6-[3-(1-hydroxycyclopropyl)-1H-1,2,4-triazol-5-yl]-2-azaspiro[3.3]heptan-2-yl]methanone C1N(CC12CCCC2)C2=CC=C(C=N2)C2CN(C2)C(=O)N2CC1(C2)CC(C1)C1=NC(=NN1)C1(CC1)O